(3-(3-chloro-5-(3-(trifluoromethoxy)azetidin-1-yl)phenyl)-1-methyl-1H-pyrrolo[2,3-c]pyridin-5-yl)acetamide ClC=1C=C(C=C(C1)N1CC(C1)OC(F)(F)F)C1=CN(C2=CN=C(C=C21)CC(=O)N)C